C(C1=CC=CC=C1)OC(=O)NC1CC=2C=C(C(=CC2CC1)N1CC2CCC(C1)N2C(=O)OC(C)(C)C)C#N tert-butyl 3-(6-[[(benzyloxy) carbonyl] amino]-3-cyano-5,6,7,8-tetrahydronaphthalen-2-yl)-3,8-diazabicyclo[3.2.1]octane-8-carboxylate